ClC=1C=C(C=C(C1)Cl)C1(CC(=NO1)C1=CC(=C(C(=O)N\C=N/OC)C=C1)C)C(F)(F)F (Z)-4-[5-(3,5-Dichlorophenyl)-5-trifluoromethyl-4,5-dihydroisoxazol-3-yl]-N-[(methoxyimino)methyl]-2-methylbenzamid